CN(C/C=C/C(=O)N1CC2(C1)CC(C2)C(=O)NC=2SC(=CC2)C)C (E)-2-(4-(dimethylamino)but-2-enoyl)-N-(5-methylthiophen-2-yl)-2-azaspiro[3.3]heptane-6-carboxamide